5-bromo-3-fluoro-N-(2-(pyridin-2-yl)propan-2-yl)pyridin-2-amine BrC=1C=C(C(=NC1)NC(C)(C)C1=NC=CC=C1)F